O=C1NC(CCC1N1C(C2(CN(C2)S(=O)(=O)C2=CC=C(C=C2)CCNC(OC(C)(C)C)=O)CC1=O)=O)=O tert-Butyl N-[2-[4-[[6-(2,6-dioxopiperidin-3-yl)-5,7-dioxo-2,6-diazaspiro[3.4]octan-2-yl]sulfonyl]phenyl]ethyl]carbamate